(S)-1,2,3,4-tetrahydroisoquinoline-3-formic acid C1N[C@@H](CC2=CC=CC=C12)C(=O)O